C(C)(C)(C)OC(=O)N(C1=CC=C(C(=N1)C(=O)OC)Br)C(=O)OC(C)(C)C methyl 6-[bis(tert-butoxycarbonyl)amino]-3-bromo-pyridine-2-carboxylate